(2R)-2-(4-ethylpiperazin-1-yl)-N-(3-{5-fluoro-2-[(3-methoxy-1-methyl-1H-pyrazol-4-yl)amino]pyrimidin-4-yl}-1H-indol-7-yl)propanamide C(C)N1CCN(CC1)[C@@H](C(=O)NC=1C=CC=C2C(=CNC12)C1=NC(=NC=C1F)NC=1C(=NN(C1)C)OC)C